(2R)-2-(6-{5-chloro-2-[(oxan-4-yl)amino]pyrimidin-4-yl}-1-oxo-2,3-dihydro-1H-isoindol-2-yl)-N-[(1S)-1-(3-fluoro-5-methylphenyl)-2-hydroxyethyl]propanamide ClC=1C(=NC(=NC1)NC1CCOCC1)C1=CC=C2CN(C(C2=C1)=O)[C@@H](C(=O)N[C@H](CO)C1=CC(=CC(=C1)C)F)C